3,5-difluoro-styrene FC=1C=C(C=C)C=C(C1)F